COC1=CC=C(CN(S(=O)(=O)C2=C(C=CC(=C2C=2N=NN(N2)CC2=CC=C(C=C2)OC)I)S(=O)(=O)[C@H]2C[C@H](N(C2)C(=O)OC(C)(C)C)C(=O)OC)CC2=CC=C(C=C2)OC)C=C1 (2S,4S)-1-tert-butyl 2-methyl 4-((2-(N,N-bis(4-methoxybenzyl)sulfamoyl)-4-iodo-3-(2-(4-methoxybenzyl)-2H-tetrazol-5-yl)phenyl)sulfonyl)pyrrolidine-1,2-dicarboxylate